NC=1C(N(C2=NC(=C(C=C2C1N1[C@H](CN([C@@H](C1)C)C(=O)[O-])C(=O)[O-])F)Cl)C=1C(=NC=CC1C)C(C)C)=O (3R,6R)-4-(3-amino-7-chloro-6-fluoro-1-(2-isopropyl-4-methylpyridin-3-yl)-2-oxo-1,2-dihydro-1,8-naphthyridin-4-yl)-6-methylpiperazine-1,3-dicarboxylate